N1=C2N(N=C1CO)CCC2 (6,7-dihydro-5H-pyrrolo[1,2-b][1,2,4]triazol-2-yl)methanol